BrC1=CC=C(C=C1)CCN1C[C@@H]2N([C@@H](CN(C2)C2=C3C=CC=NC3=C(C=C2)C#N)C)CC1 5-[(4R,9aS)-8-[2-(4-bromophenyl)ethyl]-4-methyl-3,4,6,7,9,9a-hexahydro-1H-pyrazino[1,2-a]pyrazin-2-yl]quinoline-8-carbonitrile